COC(C(C(F)(F)F)(F)F)=C(C(C(C(F)(F)F)(F)F)(F)F)F 3-methoxyperfluoro-3-heptene